NC=1C=C(C=CC1F)C1=C(C=C(C=C1)C1=NNC(OC1)=O)OC(F)(F)F 5-[3'-Amino-4'-fluoro-2-(trifluoromethoxy)biphenyl-4-yl]-3,6-dihydro-2H-1,3,4-oxadiazin-2-one